[S].[Sn].[K] potassium tin sulfur